C(C(C)C)[C@H]1[C@@H](OC1=O)C(=O)N[C@@H](C(C)C)C(=O)N[C@@H](C(C)C)C(=O)OCC1=CC=CC=C1 Benzyl ((2R,3S)-3-isobutyl-4-oxooxetane-2-carbonyl)-L-valyl-L-valinate